C(C)(C)(C)OC(N[C@@H]1CN(C[C@H]1C=1C=NN(C1)C)C)=O tert-butyl(trans-1-methyl-4-(1-methyl-1H-pyrazol-4-yl)pyrrolidin-3-yl)carbamate